4-((2-chloro-4-((6-chloropyridin-2-yl)methoxy)-5-fluorophenyl)amino)-6-fluoro-7-hydroxyquinoline-3-carbonitrile ClC1=C(C=C(C(=C1)OCC1=NC(=CC=C1)Cl)F)NC1=C(C=NC2=CC(=C(C=C12)F)O)C#N